C(C1=CC=CC=C1)OP(=O)(OCC1=CC=CC=C1)OC[C@@H]1N(CCOC1)C(=O)OCCl chloromethyl (R)-3-(((bis(benzyloxy)phosphoryl)oxy)methyl)morpholine-4-carboxylate